1-(2-isopropylphenyl)-7-(5-methyl-1H-indazol-4-yl)-4-(2,7-diazaspiro[3.5]non-7-yl)-5,6,7,8-tetrahydropyrido[3,4-d]pyrimidin-2(1H)-one C(C)(C)C1=C(C=CC=C1)N1C(N=C(C2=C1CN(CC2)C2=C1C=NNC1=CC=C2C)N2CCC1(CNC1)CC2)=O